1-(3-(4-Cyanophenyl)-1,2,4-oxadiazol-5-yl)-N-((1-(((S)-1-methylpiperidin-3-yl)methyl)pyrrolidin-3-yl)methyl)piperidine-4-carboxamide diformate C(=O)O.C(=O)O.C(#N)C1=CC=C(C=C1)C1=NOC(=N1)N1CCC(CC1)C(=O)NCC1CN(CC1)C[C@@H]1CN(CCC1)C